C(=O)O.C1(CC1)N(CC1=CC=C(C=C1)OC)CC=1C=C(C=CC1C)C(CC(=O)O)C1=C(C2=C(N(N=N2)C)C=C1)C 3-(3-((cyclopropyl(4-methoxybenzyl)amino)methyl)-4-methylphenyl)-3-(1,4-dimethyl-1H-benzo[d][1,2,3]triazol-5-yl)propanoic acid, formic acid salt